OC1C(NCC1)C(=O)[O-] 3-hydroxypyrrolidine-2-carboxylate